C(C)(CC)NCCN N-(sec-butyl)ethane-1,2-diamine